BrC=1C(=C(SC1Br)C(=O)OC)C methyl 4,5-dibromo-3-methylthiophene-2-carboxylate